2-(4-((4-(5-Methoxypyridin-2-yl)piperazin-1-yl)methyl)-2,6-dimethylphenoxy)-2-methylpropanoic acid COC=1C=CC(=NC1)N1CCN(CC1)CC1=CC(=C(OC(C(=O)O)(C)C)C(=C1)C)C